C1(CC1)[C@H](C)N1C(C=2C(=NC(=CC2C1)C1=C(N=C(S1)NC(C)=O)C)N1CCOCC1)=O (S)-N-(5-(2-(1-cyclopropylethyl)-4-morpholinyl-3-oxo-2,3-dihydro-1H-pyrrolo[3,4-c]pyridin-6-yl)-4-methylthiazol-2-yl)acetamide